FC1(OC2=C(O1)C=CC(=C2)/C=C/C(=O)N2CCN(CC2)C(=O)C2=NC=NC(=C2)OCC(C)O)F (E)-3-(2,2-difluorobenzo[d][1,3]dioxol-5-yl)-1-(4-(6-(2-hydroxypropoxy)pyrimidine-4-carbonyl)piperazin-1-yl)prop-2-en-1-one